CN1N=CC(=C1C)B1OC(C(O1)(C)C)(C)C 1,5-dimethyl-4-(4,4,5,5-tetramethyl-1,3,2-dioxaborolan-2-yl)pyrazole